(1S*,2R*)-2-(benzyloxy)-4,4-difluorocyclohexan-1-ol C(C1=CC=CC=C1)O[C@H]1[C@H](CCC(C1)(F)F)O |o1:8,9|